CO[SiH](OC)CCCSSSSCCC[SiH](OC)OC bis(dimethoxy silyl-propyl) tetrasulfide